4-((1H-imidazol-1-yl)methyl)-1-(4-phenylbutyl)-1H-1,2,3-triazole N1(C=NC=C1)CC=1N=NN(C1)CCCCC1=CC=CC=C1